O=C(CCOC1=NNC(C2=CC=CC=C12)=O)N1CCN(CC1)C1=NC=C(C=N1)C(F)(F)F 4-(3-oxo-3-(4-(5-(trifluoromethyl)pyrimidin-2-yl)piperazin-1-yl)propoxy)phthalazin-1(2H)-one